6-chloro-N-[(2,4-dimethoxyphenyl)methyl]-3-(3-methylsulfonylpropoxy)pyridazin-4-amine ClC1=CC(=C(N=N1)OCCCS(=O)(=O)C)NCC1=C(C=C(C=C1)OC)OC